Tert-Butyl 2-(2-chloro-4-(2-fluorophenyl)nicotinoyl)hydrazine-1-carboxylate ClC1=C(C(=O)NNC(=O)OC(C)(C)C)C(=CC=N1)C1=C(C=CC=C1)F